(R)-Methyl 2-(4-(bromomethyl)phenoxy)propanoate BrCC1=CC=C(O[C@@H](C(=O)OC)C)C=C1